CN(C)[Zr](C1C=CC=C1)(N(C)C)N(C)C tri(dimethyl-amino)cyclopentadienyl-zirconium